S1C=C(C2=C1C=CC=C2)C[C@@H](CNC(=O)N[C@@H](C)C2=CC=CC=C2)N(C)C 1-((S)-3-(benzothien-3-yl)-2-(dimethylamino)propyl)-3-((S)-1-phenylethyl)urea